[Ca].[Na] mono-sodium monocalcium salt